3-(5-Chloropyridin-2-yl)-5-(trifluoromethyl)benzoic acid methyl ester COC(C1=CC(=CC(=C1)C(F)(F)F)C1=NC=C(C=C1)Cl)=O